FC1(CN(C[C@@H](C1)N1C(CCC1)=O)C(=O)OC1=CC=C(C=C1)F)F 4-fluorophenyl (5R)-3,3-difluoro-5-(2-oxopyrrolidin-1-yl)piperidine-1-carboxylate